(R,Z)-4-((3-((1-(methyl-d3)pyrrolidin-2-yl)methyl)-1H-indol-4-yl)oxy)-4-oxobut-2-enoic acid C(N1[C@H](CCC1)CC1=CNC2=CC=CC(=C12)OC(\C=C/C(=O)O)=O)([2H])([2H])[2H]